(4,5-difluoro-2-{[(3S)-3-(morpholin-4-ylmethyl)-3,4-dihydroisoquinolin-2(1H)-yl]carbonyl}phenyl)-N-(4-hydroxyphenyl)-N-(3-methoxy-2-methylbenzyl)-1,2-dimethyl-1H-pyrrole-3-carboxamide FC1=CC(=C(C=C1F)C=1C(=C(N(C1)C)C)C(=O)N(CC1=C(C(=CC=C1)OC)C)C1=CC=C(C=C1)O)C(=O)N1CC2=CC=CC=C2C[C@H]1CN1CCOCC1